C(C1=CC=CC=C1)OC1=NC(=CC=C1I)C(F)(F)F 2-(Benzyloxy)-3-iodo-6-(trifluoromethyl)pyridine